1-(4-((3-hydroxy-2-(pyridin-3-yl)pyrrolidin-1-yl)methyl)phenyl)-3-(4-methoxybenzyl)urea OC1C(N(CC1)CC1=CC=C(C=C1)NC(=O)NCC1=CC=C(C=C1)OC)C=1C=NC=CC1